C(C1=CC=CC=C1)[C@@H]1[C@H](OC2(O1)CCCC2)CCCC(C(=O)O)(C)C.ClC2=C(C(=CC(=C2)NC(CC2=NC=C(C=C2)S(=O)(=O)C)=O)Cl)C2=CC=C(C=C2)S(=O)(=O)CC N-(2,6-dichloro-4'-(ethylsulfonyl)-[1,1'-biphenyl]-4-yl)-2-(5-(methylsulfonyl)pyridin-2-yl)acetamide 2-((2R,3R)-3-benzyl-1,4-dioxaspiro[4.4]nonane-2-yl)ethyl-pivalate